methyl 5-bromo-2,3-dihydrobenzofuran-3-carboxylate BrC=1C=CC2=C(C(CO2)C(=O)OC)C1